N-(4-((3S,5R)-3-amino-5-methylpiperidin-1-yl)pyridin-3-yl)-2,2',6,6'-tetrafluoro-4'-(methylsulfinyl)-[1,1'-biphenyl]-3-carboxamide dihydrochloride Cl.Cl.N[C@@H]1CN(C[C@@H](C1)C)C1=C(C=NC=C1)NC(=O)C=1C(=C(C(=CC1)F)C1=C(C=C(C=C1F)S(=O)C)F)F